C=1NC=CC2=NC=3C=CC=CC3C21 2H-pyrido[4,3-b]indole